FULMINATE [O-][N+]#[C-]